NC(CCN(NC([C@H](CC(C)C)NC(OCC1=CC=CC=C1)=O)=O)C(COC1=CC=C(C=C1)F)=O)=O benzyl (S)-(1-(2-(3-amino-3-oxopropyl)-2-(2-(4-fluorophenoxy)acetyl)hydrazineyl)-4-methyl-1-oxopentan-2-yl)carbamate